FC(CN1[C@@H](C=2NC3=CC=CC=C3C2C[C@H]1C)C1=NN=C(S1)CC1CN(C1)C(=O)OC(C)(C)C)(C)C tert-butyl 3-[[5-[(1S,3R)-2-(2-fluoro-2-methyl-propyl)-3-methyl-1,3,4,9-tetrahydropyrido[3,4-b]indol-1-yl]-1,3,4-thiadiazol-2-yl]methyl]azetidine-1-carboxylate